1-Hydroxyphenanthrene OC1=CC=CC=2C3=CC=CC=C3C=CC12